Fmoc-N-methyl-L-alanine C(=O)(OCC1C2=CC=CC=C2C2=CC=CC=C12)N([C@@H](C)C(=O)O)C